(5s,8s)-4-(benzyloxy)-8-hydroxy-3-mesityl-1-oxaspiro[4.5]dec-3-en-2-one C(C1=CC=CC=C1)OC1=C(C(OC12CCC(CC2)O)=O)C2=C(C=C(C=C2C)C)C